(E,Z,Z)-4,6,10-Hexadecatrien-1-ol C(CC\C=C\C=C/CC\C=C/CCCCC)O